O[C@@]1(C(N(CC1)C)=O)C1=CC(=NO1)C=1C=C(C=CC1)N1N=C(C2=CC(=CC=C12)OC)C(=O)O (R)-1-(3-(5-(3-hydroxy-1-methyl-2-oxopyrrolidin-3-yl)isoxazol-3-yl)phenyl)-5-methoxy-1H-indazole-3-carboxylic acid